Mono-trityl-1,6-diaminohexane acetic acid salt C(C)(=O)O.C(C1=CC=CC=C1)(C1=CC=CC=C1)(C1=CC=CC=C1)C(CCCCCN)N